FC=1C=C2C(=C(C(=NC2=CC1)C1=CC=C(C=C1)C1=C(C=CC=C1)F)C)C(=O)O 6-fluoro-2-(2'-fluoro-biphenyl-4-yl)-3-methylquinoline-4-carboxylic acid